(R)-2-chloro-N-(1-(3-(difluoromethyl)-2-fluorophenyl)ethyl)-6-morpholinopyrido[3,4-d]pyrimidin-4-amine ClC=1N=C(C2=C(N1)C=NC(=C2)N2CCOCC2)N[C@H](C)C2=C(C(=CC=C2)C(F)F)F